CNNS(=O)(=O)C1=CC=C(C(=O)N)C=C1 4-[[(methylamino)amino]sulfonyl]-benzamide